CC1=CC=C(C=C1)S(=O)(=O)OCCOCCOCCOCCC(=O)N1CCN(CC1)C=1C=C2C(N(C(C2=CC1)=O)C1C(NC(CC1)=O)=O)=O 2-(2-(2-(3-(4-(2-(2,6-dioxopiperidin-3-yl)-1,3-dioxoisoindolin-5-yl)piperazin-1-yl)-3-oxopropoxy)ethoxy)ethoxy)ethyl 4-methylbenzenesulfonate